C1(=C(C(=CC=C1)O)O)O 1,2,3-benzene-triol